(6-((8-chloro-6'-fluoro-1,5-dioxo-1,2',3',5-tetrahydro-2H-spiro[imidazo[1,5-a]pyridin-3,1'-inden]-6-yl) amino) pyrimidin-4-yl) carbamate C(N)(OC1=NC=NC(=C1)NC1=CC(=C2N(C1=O)C1(CCC3=CC=C(C=C13)F)NC2=O)Cl)=O